C(C)OC(C)N1N=C(C(=C1C)C=1C=NNC1)C (1-ethoxy-ethyl)-3,5-dimethyl-1H,1'H-[4,4']bipyrazolyl